3-((6-fluoronaphthalen-1-yl)oxypropyl)-7-(1,3,5-trimethyl-1H-pyrazol-4-yl)-1H-indole-2-carboxylic acid FC=1C=C2C=CC=C(C2=CC1)OCCCC1=C(NC2=C(C=CC=C12)C=1C(=NN(C1C)C)C)C(=O)O